tert-Butyl (1-(4-((5-fluoro-6-phenoxypyridin-3-yl)amino)pyrido[3,2-d]pyrimidin-6-yl)azetidin-3-yl)carbamate FC=1C=C(C=NC1OC1=CC=CC=C1)NC=1C2=C(N=CN1)C=CC(=N2)N2CC(C2)NC(OC(C)(C)C)=O